pyrazolo[1,5-a]pyridine-5-carboxylic acid hydrazide N1=CC=C2N1C=CC(=C2)C(=O)NN